NCC1=CC=C2N=C(C(=NC2=C1)C1=CC=C(C#N)C=C1)C1=CC=C(C=C1)C(F)(F)F 4-(7-(Aminomethyl)-3-(4-(trifluoromethyl)phenyl)quinoxalin-2-yl)benzonitrile